rac-1-(8-(6-fluoronicotinoyl)-3,8-diazabicyclo[3.2.1]octan-3-yl)-2-((R,Z)-1-hydroxycyclooct-4-en-1-yl)ethan-1-one FC1=NC=C(C(=O)N2C3CN(CC2CC3)C(C[C@@]3(CC\C=C/CCC3)O)=O)C=C1